N-([4-[4-[[2-(4-chlorophenyl)-4,4-dimethylcyclohexen-1-yl]methyl]piperazin-1-yl]phenyl]sulfonyl)-4-((4-chlorophenoxy)methyl)-3-nitrobenzamide ClC1=CC=C(C=C1)C1=C(CCC(C1)(C)C)CN1CCN(CC1)C1=CC=C(C=C1)S(=O)(=O)NC(C1=CC(=C(C=C1)COC1=CC=C(C=C1)Cl)[N+](=O)[O-])=O